CN(CCN(C1=C(C=C(C=C1)NC1=NC=C(C(=N1)C1=CN(C2=CC=CC(=C12)F)C)F)NC(C)=O)C)C N-(2-((2-(dimethylamino)ethyl)(methyl)amino)-5-((5-fluoro-4-(4-fluoro-1-methyl-1H-indol-3-yl)pyrimidin-2-yl)amino)phenyl)acetamide